O=C1NC(C=CN1OC=1C=NC(=NC1)N1CCN(CC1)CCCNC(OC(C)(C)C)=O)=O tert-Butyl (3-(4-(5-((2,6-dioxopyrimidin-3-yl)oxy)pyrimidin-2-yl)piperazin-1-yl)propyl)carbamate